4-((S)-4-propenoyl-2-methylpiperazin-1-yl)-6-fluoro-7-(2-fluoro-6-(methylthio)phenyl)-1-(2-isopropyl-4-(methylthio)pyridin-3-yl)pyrido[2,3-d]pyrimidin-2(1H)-one C(C=C)(=O)N1C[C@@H](N(CC1)C=1C2=C(N(C(N1)=O)C=1C(=NC=CC1SC)C(C)C)N=C(C(=C2)F)C2=C(C=CC=C2SC)F)C